CC(C(=O)OCC(C(C(F)(F)F)(F)F)(F)F)=C 2,2,3,3,4,4,4-heptafluorobutyl 2-methyl-acrylate